ethyl 5-(trifluoromethoxy)benzo[b]selenophene-2-carboxylate FC(OC1=CC2=C([Se]C(=C2)C(=O)OCC)C=C1)(F)F